ClC1=C(C(=CC=C1)Cl)N1CC(C1)C=1C=CC(=NC1)CN1CCC(CC1)C(=O)O 1-((5-(1-(2,6-dichlorophenyl)azetidin-3-yl)pyridin-2-yl)methyl)piperidine-4-carboxylic acid